N,3-dimethyl-pent-3-enamine CNCCC(=CC)C